2-(2,6-Dimethyl-4-((4-(6-(trifluoromethyl)pyridin-3-yl)piperazin-1-yl)methyl)phenoxy)-2-methylpropanoic acid CC1=C(OC(C(=O)O)(C)C)C(=CC(=C1)CN1CCN(CC1)C=1C=NC(=CC1)C(F)(F)F)C